2-[3-(3,5-dimethylisoxazol-4-yl)pyrazolo[1,5-a]pyridin-5-yl]thiazole-5-carboxylic acid CC1=NOC(=C1C=1C=NN2C1C=C(C=C2)C=2SC(=CN2)C(=O)O)C